(4-butylphenyl)-2,3-dihydroxyphenyl-pyrrolidine-1-carboxylate C(CCC)C1=CC=C(C=C1)C1(N(CCC1)C(=O)[O-])C1=C(C(=CC=C1)O)O